CC(C(C)O)CCC1C(C(=CC1)C)(C)C 3-methyl-5-(2,2,3-trimethylcyclopent-3-en-1-yl)pentan-2-ol